1-bromo-1-chloro-2,2-difluoroethylene BrC(=C(F)F)Cl